2-[4-(4-Aminopiperidin-1-yl)-7-chloro-3-(3-chloro-5-methylphenyl)cinnolin-6-yl]pyridin-4-carboxamid NC1CCN(CC1)C1=C(N=NC2=CC(=C(C=C12)C1=NC=CC(=C1)C(=O)N)Cl)C1=CC(=CC(=C1)C)Cl